2-(8-fluoro-4-methyl-1-oxo-[1,2,4]triazino[4,5-a]indol-2-yl)acetic acid FC1=CC=2C=C3N(C2C=C1)C(=NN(C3=O)CC(=O)O)C